ClC1=CC(=C(C=C1)N1C(N2[C@@H](CN([C@@H](C2)CC)C=2C(=NC(=CC2)C=2C(=NC=CC2)OCC)C(=O)N)C1)=O)C(F)(F)F 3-[(6R,8aS)-2-[4-chloro-2-(trifluoromethyl)phenyl]-6-ethyl-3-oxo-5,6,8,8a-tetrahydro-1H-imidazo[1,5-a]pyrazin-7-yl]-6-(2-ethoxypyridin-3-yl)pyridine-2-carboxamide